(R)-(5-(tert-butyl)-1,3,4-oxadiazol-2-yl)(4-(6-fluoropyrazolo[1,5-a]pyridin-2-yl)-6,7-dihydro-1H-imidazo[4,5-c]pyridin-5(4H)-yl)methanone C(C)(C)(C)C1=NN=C(O1)C(=O)N1[C@H](C2=C(CC1)NC=N2)C2=NN1C(C=CC(=C1)F)=C2